C1(CC1)N1N=C(C=C(C1=O)N1CCOCC1)B(O)O (1-cyclopropyl-5-(N-morpholinyl)-6-oxo-1,6-dihydro-pyridazin-3-yl)boronic acid